2-((1-(4-(Tert-butoxycarbonyl)phenyl)piperidin-4-yl)((tert-butyldimethylsilyl)oxy)methyl)-4'-chloro-[1,1'-biphenyl]-4-carboxylic acid C(C)(C)(C)OC(=O)C1=CC=C(C=C1)N1CCC(CC1)C(C1=C(C=CC(=C1)C(=O)O)C1=CC=C(C=C1)Cl)O[Si](C)(C)C(C)(C)C